5-(4-(2-(1,4-dioxan-2-yl)-1,1-difluoroethyl)phenyl)-2-oxo-6-(trifluoromethyl)-1,2-dihydropyridine-3-carboxamide O1C(COCC1)CC(F)(F)C1=CC=C(C=C1)C=1C=C(C(NC1C(F)(F)F)=O)C(=O)N